di(3,5-dimethylphenyl) phosphate P(=O)(OC1=CC(=CC(=C1)C)C)(OC1=CC(=CC(=C1)C)C)[O-]